rac-(3aR,6aR)-5-[4-methyl-2-(trifluoromethyl)pyrimidin-5-yl]sulfonyl-2-(oxan-4-ylmethyl)-1,3,3a,4,6,6a-hexahydropyrrolo[3,4-c]pyrrole CC1=NC(=NC=C1S(=O)(=O)N1C[C@@H]2[C@@H](C1)CN(C2)CC2CCOCC2)C(F)(F)F |r|